N-(1-hydroxy-3-methoxypropan-2-yl)-3-oxo-2-(pyridin-3-yl)-6-[4-(trifluoromethyl)phenyl]-2,3-dihydropyridazine-4-carboxamide OCC(COC)NC(=O)C=1C(N(N=C(C1)C1=CC=C(C=C1)C(F)(F)F)C=1C=NC=CC1)=O